3-phenoxytoluol O(C1=CC=CC=C1)C=1C=C(C=CC1)C